tertbutyl (4S)-5-amino-5-oxo-4-[1-oxo-5-[(3S)-pyrrolidin-3-yl]oxy-isoindolin-2-yl]pentanoate NC([C@H](CCC(=O)OC(C)(C)C)N1C(C2=CC=C(C=C2C1)O[C@@H]1CNCC1)=O)=O